(6aR,8R,9S,9aR)-8-allyl-2,2,4,4-tetraisopropyl-9-methoxytetrahydro-6H-furo[3,2-f][1,3,5,2,4]trioxadisilocine C(C=C)[C@@H]1[C@@H]([C@@H]2O[Si](O[Si](OC[C@H]2O1)(C(C)C)C(C)C)(C(C)C)C(C)C)OC